C(C)(C)(C)OC(=O)NC=1SC(=C(C1C(=O)OCC)C1=CC=CC=C1)C1=NN(C=C1)C(C)C ethyl 2-((tert-butoxycarbonyl)amino)-5-(1-isopropyl-1H-pyrazol-3-yl)-4-phenylthiophene-3-carboxylate